4-bromo-phenyl methyl sulfone CS(=O)(=O)C1=CC=C(C=C1)Br